CC1=NC=CC(=C1)NC1=NC2=CC=NC=C2C=2C1=C1N(N2)C=CN=C1 N-(2-methylpyridin-4-yl)pyrazino[1',2':1,5]pyrazolo[4,3-c][1,6]naphthyridin-6-amine